BrC1=CC(=CC(=C1)C(F)(F)F)Cl 1-bromo-3-chloro-5-(trifluoromethyl)benzene